FC(C(=O)N[C@@H](C)C1=CC=C(C=C1)CO)(F)F 2,2,2-trifluoro-N-[(1S)-1-[4-(hydroxymethyl)phenyl]ethyl]acetamide